C(=O)(O)[C@@H](CC=1C=C(OCCNC(CC=2C=C(C=CC2)C[C@H](C(=O)O)[C@@H]2CNCC2)=O)C=CC1)[C@@H]1CNCC1 (S)-3-(3-(2-((2-(3-((S)-2-carboxy-2-((R)-pyrrolidin-3-yl)ethyl)phenoxy)ethyl)amino)-2-oxoethyl)phenyl)-2-((R)-pyrrolidin-3-yl)propionic acid